C1(CC1)S(=O)(=O)N1CCC(CC1)NC1=NC=C(C=N1)F N-(1-(cyclopropylsulfonyl)piperidin-4-yl)-5-fluoropyrimidin-2-amine